2,4-dinitrophenyl 4-(2-(piperidin-1-yl)ethoxy)benzoate N1(CCCCC1)CCOC1=CC=C(C(=O)OC2=C(C=C(C=C2)[N+](=O)[O-])[N+](=O)[O-])C=C1